CCC#CI butynyl iodide